(S)-8-(cyclopentyl-methoxy)-5-(2-((5,6-diethyl-2,3-dihydro-1H-inden-2-yl)amino)-1-hydroxyethyl)quinoline-2(1H)-one C1(CCCC1)COC=1C=CC(=C2C=CC(NC12)=O)[C@@H](CNC1CC2=CC(=C(C=C2C1)CC)CC)O